[Na+].[Na+].OC1=C(C(=O)C2=C(C=C(C(=C2)S(=O)(=O)[O-])OC)O)C=C(C(=C1)OC)S(=O)(=O)[O-] 2,2'-dihydroxy-4,4'-dimethoxy-5,5'-disulfobenzophenone-disodium salt